2-(4-isobutoxy-3-isopropyl-6-oxopyridazin-1(6H)-yl)-N-((4s,6r)-1-methyl-1-azaspiro[3.3]heptan-6-yl)acetamide C(C(C)C)OC=1C(=NN(C(C1)=O)CC(=O)NC1CC2(CCN2C)C1)C(C)C